1-((2r,3s)-1-(3-((2-(1,3-dimethyl-1H-pyrazol-4-yl)pyrimidin-4-yl)amino)-5-isopropylisoquinolin-8-yl)-2-methylazetidin-3-yl)-N,N-dimethylformamide CN1N=C(C(=C1)C1=NC=CC(=N1)NC=1N=CC2=C(C=CC(=C2C1)C(C)C)N1[C@@H]([C@H](C1)C(=O)N(C)C)C)C